4'-cyclopropyl-6'-methoxy-4-(4-(1-methyl-4-(trifluoromethyl)-1H-imidazol-2-yl)benzyl)-5-(trifluoromethyl)-2,5'-bipyrimidine C1(CC1)C1=NC=NC(=C1C1=NC=C(C(=N1)CC1=CC=C(C=C1)C=1N(C=C(N1)C(F)(F)F)C)C(F)(F)F)OC